tert-butyl 6-(chlorosulfonyl)-3H-imidazo[4,5-b]pyridine-3-carboxylate ClS(=O)(=O)C=1C=C2C(=NC1)N(C=N2)C(=O)OC(C)(C)C